bis(2,4,6-trimethylbenzoyl)-(3-hexen-3-yl)-phosphine oxide CC1=C(C(=O)P(C(CC)=CCC)(C(C2=C(C=C(C=C2C)C)C)=O)=O)C(=CC(=C1)C)C